FC1=C2C=CC=NC2=CC=C1NC1=NC=NC2=CC(=CC(=C12)O[C@H](C)[C@H]1COCC1)C=1C=NN(C1)C N-(5-fluoroquinolin-6-yl)-7-(1-methyl-1H-pyrazol-4-yl)-5-((R)-1-((R)-tetrahydrofuran-3-yl)ethoxy)quinazolin-4-amine